FC(C=1C=C(C[C@@H](N)C(=O)O)C=CC1)(F)F 3-(Trifluoromethyl)-D-phenylalanine